(S)-3-(3-((2-ethoxypyrimidin-5-yl)amino)-4-((S)-1-morpholinopropyl)phenyl)-4-methoxybutanoic acid C(C)OC1=NC=C(C=N1)NC=1C=C(C=CC1[C@H](CC)N1CCOCC1)[C@H](CC(=O)O)COC